NC1=C(N(N=C1)COCC[Si](C)(C)C)CNC1CCN(CC1)C1=C(C=CC=C1C)F [4-Amino-2-(2-trimethylsilanyl-ethoxymethyl)-2H-pyrazol-3-ylmethyl]-[1-(2-fluoro-6-methylphenyl)-piperidin-4-yl]-amine